CC1=C(N=C2N(C1=O)C=C(C=C2[C@@H](C)NC2=C(C(=O)O)C=CC=C2)C)N2CC1(CCOC1)CC2 2-(((1R)-1-(3,7-dimethyl-4-oxo-2-(2-oxa-7-azaspiro[4.4]nonan-7-yl)-4H-pyrido[1,2-a]pyrimidin-9-yl)ethyl)amino)benzoic acid